BrC1=CC=C2C(=CN(C2=C1)CC1=NC=CC=C1)\C=C/1\C(NC(S1)=O)=O (Z)-5-((6-bromo-1-(pyridin-2-ylmethyl)-1H-indol-3-yl)methylene)thiazolidine-2,4-dione